C(CC)N(CN1C=NC=C1)CCOC1=C(C=C(C=C1Cl)Cl)Cl N-propyl-N-[2-(2,4,6-trichlorophenoxy)ethyl]imidazole-1-methylamine